CC=1C(=C(C(=C(C1)P(C1=CC=CC=C1)(OCC)=O)C(C1=CC=CC=C1)=O)C)C trimethylbenzoylethoxydiphenylphosphine oxide